1-(6-(2,3-difluorophenyl)pyrido[2,3-b]pyrazin-2-yl)-4'H,6'H-spiro[piperidine-4,5'-pyrrolo[1,2-b]pyrazol]-4'-amine FC1=C(C=CC=C1F)C=1C=CC=2C(=NC=C(N2)N2CCC3(C(C=4N(N=CC4)C3)N)CC2)N1